FC1=CC=C(OCC2N(C3CC(C2C)C3)C(=O)C3=NC(=CN=C3N3N=CC=N3)C)C=C1 3-[(4-fluorophenoxy)methyl]-4-methyl-2-[6-methyl-3-(2H-1,2,3-triazol-2-yl)pyrazine-2-carbonyl]-2-azabicyclo[3.1.1]heptane